dibutyl-(dimethoxy)stannane C(CCC)[Sn](OC)(OC)CCCC